2-(3-trimethoxysilylpropylthio)-thiophene CO[Si](CCCSC=1SC=CC1)(OC)OC